C1=CC(=CC=C1C(=O)O)S(F)(F)(F)(F)F 4-(pentafluorothio)benzoic acid